N,N-diethylaminoethyl-acrylamide methyl-cyclobutane-1,3-dicarboxylate COC(=O)C1CC(C1)C(=O)O.C(C)NN(C(C(=C)CC)=O)NCC